FC1=CC=C(CC2=CC3=C(OC[C@@H](N3)C)N=C2C(=O)N)C=C1 (S)-7-(4-fluorobenzyl)-2-methyl-2,3-dihydro-1H-pyrido[2,3-b][1,4]oxazine-6-carboxamide